ClC=1C=C(C=CC1F)C1=CC(=C2C=CC=NC2=C1)C1(CC1)NC(C1=C(C=CC(=C1)OC[C@H]1N(CC1)C)C)=O (S)-N-(1-(7-(3-Chloro-4-fluorophenyl)quinolin-5-yl)cyclopropyl)-2-methyl-5-((1-methylazetidin-2-yl)methoxy)benzamide